N-{5-[(2,5-Dioxopyrrolidin-1-yl)oxy]-5-oxopentanoyl}-L-valyl-N-{3-[{(1R)-1-[1-benzyl-4-(2,5-difluorophenyl)-1H-imidazol-2-yl]-2,2-dimethylpropyl}(glycoloyl)amino]propyl}-L-alaninamid O=C1N(C(CC1)=O)OC(CCCC(=O)N[C@@H](C(C)C)C(=O)N[C@@H](C)C(=O)NCCCN(C(CO)=O)[C@H](C(C)(C)C)C=1N(C=C(N1)C1=C(C=CC(=C1)F)F)CC1=CC=CC=C1)=O